1-{2-chloro-4-[(6,7-dimethoxyquinolin-4-yl)oxy]phenyl}-3-(5-methylisoxazol-3-yl)urea hydrochloride Cl.ClC1=C(C=CC(=C1)OC1=CC=NC2=CC(=C(C=C12)OC)OC)NC(=O)NC1=NOC(=C1)C